2-((3,5-dicyano-4-ethyl-6-(4-methyl-1,4-diazepan-1-yl)pyridin-2-yl)thio)-2-(5-methoxypyridin-2-yl)acetamide C(#N)C=1C(=NC(=C(C1CC)C#N)N1CCN(CCC1)C)SC(C(=O)N)C1=NC=C(C=C1)OC